ClC1=CNC=2N=C(N=C(C21)OCC)NC2=C1C=NN(C1=CC=C2)S(=O)(=O)C 5-chloro-4-ethoxy-N-(1-methylsulfonylindazol-4-yl)-7H-pyrrolo[2,3-d]pyrimidin-2-amine